tert-butyl 1-(2-(azepan-1-yl)ethyl)-2-oxo-1,2,3,5-tetrahydro-4H-benzo[e][1,4]diazepine-4-carboxylate N1(CCCCCC1)CCN1C(CN(CC2=C1C=CC=C2)C(=O)OC(C)(C)C)=O